ClC1=C(N=C(S1)NC(C(C1=CC=C(C=C1)C=1N=NN(N1)C)C1CC(CC1)(F)F)=O)C N-(5-Chloro-4-methylthiazol-2-yl)-2-(3,3-difluorocyclopentyl)-2-(4-(2-methyl-2H-tetrazol-5-yl)phenyl)acetamide